ClC=1N=C(N2C1C(=NC=C2)N(C(=O)OC(C)(C)C)C(=O)OC(C)(C)C)C(C)C2=C(C(=C(C(=C2)Cl)C)I)OCC di-tert-butyl (1-chloro-3-(1-(5-chloro-2-ethoxy-3-iodo-4-methylphenyl)ethyl) imidazo[1,5-a]pyrazin-8-yl)iminodiformate